O=C1C(=CN(C2=NC=CC=C12)C=1SC=C(N1)C=1C=NC=CC1)C(=O)O 4-oxo-1-[4-(pyridin-3-yl)-1,3-thiazol-2-Yl]-1,4-dihydro-1,8-naphthyridine-3-carboxylic acid